(4-((5-chloro-4-(1-isopropyl-1H-pyrazol-4-yl)pyrimidin-2-yl)amino)-3-methoxyphenyl)(4-(pyrrolidin-1-yl)piperidin-1-yl)methanone ClC=1C(=NC(=NC1)NC1=C(C=C(C=C1)C(=O)N1CCC(CC1)N1CCCC1)OC)C=1C=NN(C1)C(C)C